N1CCC(CC1)N1C(NC2=C1C(=CC=C2)C(F)(F)F)=O 1-(piperidin-4-yl)-7-(trisFluoromethyl)-1,3-dihydro-2H-benzo[d]imidazol-2-one